C(CCCCCCC)(=O)OCC(O)COC(CCCCCCC)=O 1,3-dioctanoylglycerol